ClC=1C=CC(=C(C1)C=1C(=CC=C(C1)CC(=O)N(C)C)C(=O)NC=1SC=2C(=NC=C(N2)C2CC2)N1)OC 5'-chloro-N-(6-cyclopropylthiazolo[4,5-b]pyrazin-2-yl)-5-(2-(dimethylamino)-2-oxoethyl)-2'-methoxy-[1,1'-biphenyl]-2-carboxamide